4-[5-(2-aminoethyl)pyrimidin-2-yl]-3-(1-pyrimidin-2-ylpyrazole-4-carbonyl)benzonitrile NCCC=1C=NC(=NC1)C1=C(C=C(C#N)C=C1)C(=O)C=1C=NN(C1)C1=NC=CC=N1